CO[Si](CCCOC(C=C)=O)(OC)OC.OC1=C(C=CC(=C1)O)C1=CC=CC=2NN=NC21 (2',4'-dihydroxyphenyl)benzotriazole 3-(trimethoxysilyl)propyl-acrylate